CCOC(=O)COC1=C(C(=C(C(=C1)C)C1=CC(=CC=C1C)C)OCC(=O)OCC)C bis(2-ethoxycarbonylmethoxy)-3,3',6,6'-tetramethyl-biphenyl